2-epoxyphenylacetic acid C1(=C2C(=CC=C1)O2)CC(=O)O